1,3-oxazetidine-2-one O1C(NC1)=O